2-(but-3-yn-1-yl)-1,2,3,4-tetrahydroisoquinolin C(CC#C)N1CC2=CC=CC=C2CC1